CCCCCCCCCCCCCCCCCCCCCCC(=O)N[C@@H](CO[C@H]1[C@@H]([C@H]([C@@H]([C@H](O1)CO)O)O)O)[C@@H]([C@@H](CCCCCCCCCCC(C)C)O)O The molecule is an N-acyl-1-O-beta-D-glucosyl-4-hydroxy-15-methylhexadecasphinganine in which the acyl group has 23 carbons and 0 double bonds. It derives from a 15-methylhexadecaphytosphingosine.